C(=CCC)[K] butenyl-potassium